C(C1=CC=CC=C1)OC1=NC(=CC=C1)OCC1=CC=CC=C1 2,6-bis(benzyloxy)-pyridine